1-(2,6-dibenzyloxy-3-pyridyl)-6-[4-(dimethoxymethyl)-1-piperidyl]benzimidazole C(C1=CC=CC=C1)OC1=NC(=CC=C1N1C=NC2=C1C=C(C=C2)N2CCC(CC2)C(OC)OC)OCC2=CC=CC=C2